O1OC(=O)C1=O peroxydiketone